C(C1CO1)N(CC1CO1)CC1C2C(CC(C1)C2)CN(CC2CO2)CC2CO2 2,6-bis(N,N-diglycidylaminomethyl)bicyclo[2.2.1]heptane